2-(4-isopropyl-5-(8-methoxy-[1,2,4]triazolo[1,5-a]pyridin-6-yl)-1H-pyrazol-3-yl)-5-(6-isopropyl-2,6-diazaspiro[3.3]hept-2-yl)thiazole C(C)(C)C=1C(=NNC1C=1C=C(C=2N(C1)N=CN2)OC)C=2SC(=CN2)N2CC1(C2)CN(C1)C(C)C